1-[2-fluoro-4-methyl-5-[(2,2,2-trifluoro-ethyl)sulfinyl]phenyl]-3-(trifluoromethyl)-1H-1,2,4-triazole-5-amine FC1=C(C=C(C(=C1)C)S(=O)CC(F)(F)F)N1N=C(N=C1N)C(F)(F)F